C1(CCC1)[C@H](CC=CC(=O)N(C)OC)[C@H]1N(C(OC1)(C)C)C(=O)OC(C)(C)C tert-butyl (4R)-4-[(1S)-1-cyclobutyl-5-[methoxy(methyl)amino]-5-oxo-pent-3-enyl]-2,2-dimethyl-oxazolidine-3-carboxylate